tert-butyl 3-methyl-6-(1-methyl-3,6-dihydro-2H-pyridin-4-yl)-3,4-dihydro-2H-pyridine-1-carboxylate CC1CN(C(=CC1)C=1CCN(CC1)C)C(=O)OC(C)(C)C